(difluoromethyl)-5'-methyl-1-((2-(trimethylsilyl)ethoxy)methyl)-1H,1'H-[3,4'-bipyrazol]-4-amine FC(F)C1=C(C(=NN1COCC[Si](C)(C)C)C=1C=NNC1C)N